C(C)OC1=NC=CC=C1C=1C=C(C=2N(N1)C(=NC2C(C)C)C)NCC2=NC=CC=C2 2-(2-ethoxy-3-pyridinyl)-5-isopropyl-7-methyl-N-(2-pyridylmethyl)imidazo[1,5-b]pyridazin-4-amine